2-(4-chlorophenoxy)nicotinoyl chloride ClC1=CC=C(OC2=C(C(=O)Cl)C=CC=N2)C=C1